C1=CC=CC=2C3=CC=CC=C3N(C12)C1=CC=2C(C3=CC(=CC=C3NC2C=C1)N1C2=CC=CC=C2C=2C=CC=CC12)(C)C 2,7-di(9H-carbazol-9-yl)-9,9-dimethyl-9,10-dihydroacridine